P(=O)(O)(O)O.OCCOC(C(=C)C)=O 2-Methyl-2-propenoic acid-2-hydroxyethyl ester phosphate